FC1=C(C=C(C=C1)OC(F)(F)F)B(O)O 2-fluoro-5-(trifluoromethoxy)benzeneboronic acid